2-((R)-2-((S)-2-((S)-2-amino-3-(1-benzhydryl-1H-imidazol-4-yl)propanamido)-6-octanoylAminocaproamido)-3-(p-tolyl)propanamido)-3-(4-hydroxy-3-nitrophenyl)propanoic acid N[C@H](C(=O)N[C@H](C(=O)N[C@@H](C(=O)NC(C(=O)O)CC1=CC(=C(C=C1)O)[N+](=O)[O-])CC1=CC=C(C=C1)C)CCCCNC(CCCCCCC)=O)CC=1N=CN(C1)C(C1=CC=CC=C1)C1=CC=CC=C1